FC(C1=CC=C(OC=2C=CC(=C(C2)NC(=O)[C@H]2N(C(NC2)=O)C)OC)C=C1)F (S)-N-(5-(4-(Difluoromethyl)phenoxy)-2-methoxyphenyl)-3-methyl-2-oxo-imidazolidine-4-carboxamide